4-(2-((1-(1-(2,2-Difluorocyclopropanecarbonyl)piperidin-4-yl)-1H-pyrazol-4-yl)amino)-5-methylpyrimidin-4-yl)benzoic Acid FC1(C(C1)C(=O)N1CCC(CC1)N1N=CC(=C1)NC1=NC=C(C(=N1)C1=CC=C(C(=O)O)C=C1)C)F